2-hydroxypropane-1-sulfonic acid 2,2-dimethylpropyl ester CC(COS(=O)(=O)CC(C)O)(C)C